FC=1C=C2C(NC(=NC2=CC1)C1=CC=CC=C1)=O 6-fluoro-2-phenyl-4(3H)-quinazolinone